NC1=NN(C=C1C=1C2=C(N=CN1)N(C=C2)COCC[Si](C)(C)C)C2(CN(C2)C2CCNCC2)CC#N 2-(3-(3-amino-4-(7-((2-(trimethylsilyl)ethoxy)methyl)-7H-pyrrolo[2,3-d]pyrimidin-4-yl)-1H-pyrazol-1-yl)-1-(piperidin-4-yl)azetidin-3-yl)acetonitrile